20-aminoeicosylamine NCCCCCCCCCCCCCCCCCCCCN